6-(4-Ethyl-3-(hydroxymethyl)-5-oxo-4,5-dihydro-1H-1,2,4-triazol-1-yl)-2-(3-fluorophenyl)-4-phenylisoquinoline-1(2H)-one C(C)N1C(=NN(C1=O)C=1C=C2C(=CN(C(C2=CC1)=O)C1=CC(=CC=C1)F)C1=CC=CC=C1)CO